C1(CCCCC1)COC1=C(C(=CC(=C1)O)O)C(=O)N1CC2=C(C=CC=C2CC1)NC1COCC1 (2-(Cyclohexylmethoxy)-4,6-dihydroxyphenyl)(8-((tetrahydrofuran-3-yl)amino)-3,4-dihydroisoquinolin-2(1H)-yl)methanone